C(C)(C)C=1C(=NN(C1C=1C=C(C=2N(C1)N=CN2)C)COCC[Si](C)(C)C)C(C(=O)NC2CCN(CC2)C(C)C)=O 2-(4-isopropyl-5-(8-methyl-[1,2,4]triazolo[1,5-a]pyridin-6-yl)-1-((2-(trimethylsilyl)ethoxy)methyl)-1H-pyrazol-3-yl)-N-(1-isopropylpiperidin-4-yl)-2-oxoacetamide